1,2-dibromo-3-nitro-benzene BrC1=C(C(=CC=C1)[N+](=O)[O-])Br